(3aR,5s,6aS)-N-(6-(2-methyl-2H-indazol-5-yl)-4-(trifluoro-methyl)pyridazin-3-yl)-2-((tetrahydro-2H-pyran-4-yl)methyl)octahydro-cyclopenta[c]pyrrol-5-amine CN1N=C2C=CC(=CC2=C1)C1=CC(=C(N=N1)NC1C[C@@H]2[C@@H](CN(C2)CC2CCOCC2)C1)C(F)(F)F